3-[[[[3-[[(1,1-dimethylethoxy)carbonyl]amino]propoxy]carbonyl]oxy]methyl]-2-methyl-1-[(2,3,4,9-tetrahydro-9-methyl-4-oxo-1H-carbazol-3-yl)methyl]-1H-imidazolium chloride [Cl-].CC(C)(OC(=O)NCCCOC(=O)OC[N+]1=C(N(C=C1)CC1CCC=2N(C3=CC=CC=C3C2C1=O)C)C)C